2-((3'-(5,6-dihydro-4H-pyrrolo[3,4-d]oxazol-2-yl)-2,2'-dimethyl-[1,1'-biphenyl]-3-yl)carbamoyl)-1-methyl-1,4,6,7-tetrahydro-5H-imidazo[4,5-c]pyridine-5-carboxylic acid tert-butyl ester C(C)(C)(C)OC(=O)N1CC2=C(CC1)N(C(=N2)C(NC=2C(=C(C=CC2)C2=C(C(=CC=C2)C=2OC1=C(N2)CNC1)C)C)=O)C